NC1=C(OC=2C=C(OC3=C(C=CC=C3)OC3=CC(=CC=C3)OC3=C(C(=CC=C3)CCC)N)C=CC2)C=CC=C1CCC 1,2-bis(3-(2-amino-3-propylphenoxy)phenoxy)benzene